N-cyclopentyl-5-methyl-1H-benzo[d]imidazole-2-carboxamide C1(CCCC1)NC(=O)C1=NC2=C(N1)C=CC(=C2)C